(3-acetyl-5-methylthiophene-2-yl)carbamic acid tert-butyl ester C(C)(C)(C)OC(NC=1SC(=CC1C(C)=O)C)=O